FC1=C(C=C(C=C1)C(=O)N1CCCCC1)C1=NC=2C=CNC(C2C(=C1)NC1=NC=C(C=C1)N1CCC(CC1)O)=O 2-[2-fluoro-5-(piperidine-1-carbonyl)phenyl]-4-[[5-(4-hydroxy-1-piperidyl)-2-pyridyl]amino]-6H-1,6-naphthyridin-5-one